4-(6-(6-((5-Fluoro-6-methoxypyridin-3-yl)methyl)-3,6-diazabicyclo[3.1.1]heptan-3-yl)pyridine-3-yl)-6-(3-hydroxy-3-methylbut-1-yn-1-yl)pyrazolo[1,5-a]pyridine-3-carbonitrile FC=1C=C(C=NC1OC)CN1C2CN(CC1C2)C2=CC=C(C=N2)C=2C=1N(C=C(C2)C#CC(C)(C)O)N=CC1C#N